1-eicosanoyl-2-(8Z,11Z,14Z-eicosatrienoyl)-glycero-3-phosphocholine CCCCCCCCCCCCCCCCCCCC(=O)OC[C@H](COP(=O)([O-])OCC[N+](C)(C)C)OC(=O)CCCCCC/C=C\C/C=C\C/C=C\CCCCC